1-(benzyloxy)-2,4-difluorobenzamide C(C1=CC=CC=C1)OC1(C(=O)N)C(C=C(C=C1)F)F